[O-]P([O-])(=O)OP(=O)(O)O.[Na+].[Na+] DINATRIUM PYROPHOSPHAT